5-{(3R,5R)-1-[2-(1-isopropyl-piperidin-4-yl)-acetyl]-5-methyl-piperidin-3-yl}-quinoline-8-carbonitrile C(C)(C)N1CCC(CC1)CC(=O)N1C[C@H](C[C@H](C1)C)C1=C2C=CC=NC2=C(C=C1)C#N